C(=O)O.CNC dimethylamine formate salt